4-methylenedioxycinnamic acid, N,N-diphenylamide C1(=CC=CC=C1)N(C(C=CC1=CC=C2C(=C1)OCO2)=O)C2=CC=CC=C2